2-(2-(4-amino-1,2,5-oxadiazol-3-yl)-1H-benzo[d]imidazol-1-yl)-N-(3-methylphenyl)acetamide NC=1C(=NON1)C1=NC2=C(N1CC(=O)NC1=CC(=CC=C1)C)C=CC=C2